C(C)S(=O)(=O)C1=CC=C(CNC(=O)C2=CC3=C(N(C(=N3)C(F)(F)F)CC3=C(C(=CC=C3)OC)F)C=C2)C=C1 N-(4-(ethylsulfonyl)benzyl)-1-(2-fluoro-3-methoxybenzyl)-2-(trifluoromethyl)-1H-benzo[d]Imidazole-5-carboxamide